B(O)(O)O.N1(C(=NCC1)CCO)CCO.N1(C(=NCC1)CCO)CCO bisimidazolinediethanol borate